C(C1=CC=CC=C1)N(C(OC(C)(C)C)=O)[C@H]1[C@@H]2N(C[C@H]1CC2)C(=O)C2=CC1=C(N(C(=N1)C1=C(N(C=C1)CC1=CC=CC=C1)CC)C)C(=C2)OC tert-butyl N-benzyl-N-[(1R,4R,7R)-2-[2-(1-benzyl-2-ethyl-1H-pyrrol-3-yl)-7-methoxy-1-methyl-1H-1,3-benzodiazole-5-carbonyl]-2-azabicyclo[2.2.1]heptan-7-yl]carbamate